4,6-dichloro-3-[(E)-(2-oxo-1-phenyl-3-pyrrolidinylidene)methyl]-1H-indole-2-carboxylic acid monosodium salt [Na+].ClC1=C2C(=C(NC2=CC(=C1)Cl)C(=O)[O-])/C=C\1/C(N(CC1)C1=CC=CC=C1)=O